Cl.NC(C(=O)O)C(F)(F)F 2-Amino-3,3,3-trifluoropropanoic acid hydrochloride